2-isopropyl-5-(quinolin-3-yl)pyridin-3-amine C(C)(C)C1=NC=C(C=C1N)C=1C=NC2=CC=CC=C2C1